OC1=CC=CC=2OC3=CC=C(C=C3C(C12)=O)OC 1-hydroxy-7-methoxyxanthone